2-oxo-N-(2-(tetrahydrofuran-3-yl)-1-(p-tolyl)ethyl)-6-(trifluoromethyl)-1,2-dihydropyridine-3-carboxamide O=C1NC(=CC=C1C(=O)NC(CC1COCC1)C1=CC=C(C=C1)C)C(F)(F)F